N'-{(7-benzyl-1,4,7-triazecane-1,4-diyl)bis[methylene(2-hydroxy-5-methyl-3,1-phenylene)]}bis(2,3-dihydroxypropanamide) C(C1=CC=CC=C1)N1CCN(CCN(CCC1)CC=1C(=C(C=C(C1)C)C(C(=O)N)(CO)O)O)CC=1C(=C(C=C(C1)C)C(C(=O)N)(CO)O)O